4-bromo-8-(methylthio)-[1,2,4]triazolo[1',5':1,6]pyrido[2,3-d]pyrimidine BrC1=CC=2C(=NC(=NC2)SC)N2C1=NC=N2